(3aS,7aR)-1-(6-(2-hydroxy-4-(trifluoromethyl)phenyl)-5-methyl-1,2,4-triazin-3-yl)octahydro-7H-pyrrolo[2,3-c]pyridin-7-one OC1=C(C=CC(=C1)C(F)(F)F)C1=C(N=C(N=N1)N1CC[C@H]2[C@@H]1C(NCC2)=O)C